NC1=NC(=C(C=C1C=1C=C2CCNC(C2=CC1F)=O)C1=CC=C(C=C1)N1CCNCC1)F 6-(2-amino-6-fluoro-5-(4-(piperazin-1-yl)phenyl)pyridin-3-yl)-7-fluoro-3,4-dihydroisoquinolin-1(2H)-one